N-(4-(chlorodifluoromethoxy)phenyl)-4'-(2-(5-fluoropyrimidin-2-yl)-2,4-dihydropyrazolo[3',4':3,4]cyclopenta[1,2-b]pyridin-7-yl)-2'-oxospiro[cyclohexane-1,3'-indoline]-6'-carboxamide ClC(OC1=CC=C(C=C1)NC(=O)C1=CC(=C2C3(C(NC2=C1)=O)CCCCC3)C=3C=C1C(=NC3)CC=3C1=NN(C3)C3=NC=C(C=N3)F)(F)F